CC1=CC2=C(C3=CC=CC=C3C(=C2C=C1C)OCCC)OCCC 2,3-dimethyl-9,10-di(n-propoxy)anthracene